FC=1C=C2C(C=C(OC2=CC1O)C(=O)OCC)=O ethyl 6-fluoro-7-hydroxy-4-oxo-chromene-2-carboxylate